P(=O)(OC1=C(C=CC=C1C)C)([O-])[O-] 2,6-dimethylphenyl phosphate